O=C1OC2(CCCC2)OC(C1=IC=1C=C(C=CC1)C1=NN(C=C1C(=O)O)C)=O 3-(3-((7,9-dioxo-6,10-dioxaspiro[4.5]decan-8-ylidene)-λ3-iodanyl)phenyl)-1-methyl-1H-pyrazole-4-carboxylic acid